7-chloro-5-ethoxy-8-fluoro-2-(methylthio)pyrido[4,3-d]pyrimidin-4(3H)-one ClC1=C(C=2N=C(NC(C2C(=N1)OCC)=O)SC)F